1,2-di-nonanoyl-sn-glycero-3-phosphorylcholine C(CCCCCCCC)(=O)OC[C@@H](OC(CCCCCCCC)=O)COP(=O)(O)OCC[N+](C)(C)C